FC1=C(C=C(C=C1)F)S(=O)(=O)NC=1C(=C(C=CC1)C=1N=C(SC1C1=NC(=NC=C1)NC(C)=O)C1NCCOC1)F N-(4-{4-[3-(2,5-difluorobenzenesulfonylamino)-2-fluorophenyl]-2-morpholin-3-yl-thiazol-5-yl}-pyrimidin-2-yl)-acetamide